2-(4-bromophenyl)-8-chloro-4-methyl-quinazoline BrC1=CC=C(C=C1)C1=NC2=C(C=CC=C2C(=N1)C)Cl